(E)-3-(3-(3,5-bis(trifluoromethyl)phenyl)-1H-1,2,4-triazol-1-yl)-2-(6-chloropyridin-3-yl)acrylamide FC(C=1C=C(C=C(C1)C(F)(F)F)C1=NN(C=N1)/C=C(/C(=O)N)\C=1C=NC(=CC1)Cl)(F)F